CC[C@H](C)[C@H]1C(=O)N2CCC[C@H]2C(=O)N[C@H](C(=O)N[C@H](C(=O)N[C@H](C(=O)N[C@H](C(=O)N[C@H](C(=O)N1)C)CCS(=O)C)C)CC(=O)OC)CC3=CC=CC=C3 The molecule is a homodetic cyclic peptide isolated from a marine sponge Phakellia sp. It exhibits cytotoxic activity against murine P388 lymphocytic leukemia cells and moderate cancer cell growth inhibitory activity against a panel of human cancer cells. It has a role as a metabolite. It is a homodetic cyclic peptide, a sulfoxide, a carboxylic ester and a macrocycle.